NC=1C=C2C3=C(C(NC(C3=CC=C2)=O)=O)C1 5-amino-1H-benzo[de]isoquinoline-1,3-dione